N-(N,N-dimethylaminosulfonyl)-2-methylpropanamide CN(S(=O)(=O)NC(C(C)C)=O)C